C1=CC(OC(=O)C)=C2C=3[C@@]45[C@@H](O2)[C@@H](OC(=O)C)C=C[C@H]4[C@@H](CC13)N(C)CC5 (+)-heroin